C(C)(C)(C)OC(=O)N[C@H](CC1=C(C2=C(N=C(N=C2N(C(OC(C)(C)C)=O)CC=2OC=CC2)Cl)N1S(=O)(=O)C1=C(C=C(C=C1C)C)C)F)C tert-Butyl (S)-(6-(2-((tert-butoxycarbonyl)amino)propyl)-2-chloro-5-fluoro-7-(mesitylsulfonyl)-7H-pyrrolo[2,3-d]pyrimidin-4-yl)(furan-2-ylmethyl)carbamate